2-(1-ethyl-6-(4-methoxybenzyl)-7-oxo-6,7-dihydro-1H-pyrrolo[2,3-d]pyridazin-3-yl)acetaldehyde C(C)N1C=C(C2=C1C(N(N=C2)CC2=CC=C(C=C2)OC)=O)CC=O